C(C)(C)N1CCN(C2=CC=CC=C12)C(CN1CCN(CC1)C)=O 1-(4-isopropyl-3,4-dihydroquinoxaline-1(2H)-yl)-2-(4-methylpiperazin-1-yl)ethan-1-one